1-bromo-2,3-dichloro-benzene BrC1=C(C(=CC=C1)Cl)Cl